C1(=CC=CC=C1)C(CC)=O phenyl-propan-1-one